OC(CP(O)(O)=O)P(O)(O)=O hydroxylethylenediphosphonic acid